2,8-dihydroxyhenicosanoyl-2,8-dihydroxydodecanoyl-2,3-dihydroxydodecanol OC(C(=O)C(C(C(CCCCCCCCC)O)O)(O)C(C(CCCCCC(CCCC)O)O)=O)CCCCCC(CCCCCCCCCCCCC)O